2'-ethoxy-N-((-)-1-methylpyrrolidin-3-yl)-[2,3'-bipyridine]-6-carboxamide C(C)OC1=NC=CC=C1C1=NC(=CC=C1)C(=O)NC1CN(CC1)C